C(C)(C)(C)OC(=O)N1CC2=CC=C(C=C2CC1)C1=NNC(C2=CC(=C(C=C12)OC)OC)=O 6-(6,7-dimethoxy-4-oxo-3,4-dihydrophthalazin-1-yl)-3,4-dihydroisoquinoline-2(1H)-carboxylic acid tert-butyl ester